5-(2-Methylsulfanyl-pyrimidin-4-yl)-4-(tetrahydro-pyran-4-yl)-thiazol-2-ylamine CSC1=NC=CC(=N1)C1=C(N=C(S1)N)C1CCOCC1